C(C1=CC=CC=C1)OC(=O)N1[C@H]([C@H]([C@H](C1)F)NS(=O)(=O)CC)CC=1C(=C(C=CC1)C1=CC(=CC(=C1)F)F)F (2S,3R,4S)-3-[(ethanesulfonyl)amino]-4-fluoro-2-[(2,3',5'-trifluoro[1,1'-biphenyl]-3-yl)methyl]pyrrolidine-1-carboxylic acid benzyl ester